N-(2-methoxyphenyl)-2-(2-(5-(trifluoromethyl)-1,2,4-oxadiazol-3-yl)-6,7-dihydrothieno[3,2-c]pyridin-5(4H)-yl)acetamide COC1=C(C=CC=C1)NC(CN1CC2=C(CC1)SC(=C2)C2=NOC(=N2)C(F)(F)F)=O